(3-fluoro-4-(hydroxymethyl)-2-nitrophenyl)-D-alanine methyl ester COC([C@H](NC1=C(C(=C(C=C1)CO)F)[N+](=O)[O-])C)=O